2-methoxy-4-(4-(4-methylpiperazin-1-yl)piperidin-1-yl)-N4-(1-(methylsulfonyl)indol-7-yl)pyrimidine-2,4-diamine COC1(NC=CC(N1)(NC=1C=CC=C2C=CN(C12)S(=O)(=O)C)N1CCC(CC1)N1CCN(CC1)C)N